FC(CN1N=NC2=C1C=C(C=C2)C=2C=CN1N=C(N=C(C12)OC([2H])([2H])[2H])NC1CC(C1)(O)C)F (1r,3r)-3-((5-(1-(2,2-difluoroethyl)-1H-benzo[d][1,2,3]triazol-6-yl)-4-(methoxy-d3)pyrrolo[2,1-f][1,2,4]triazin-2-yl)amino)-1-methylcyclobutan-1-ol